9,10-dichloro-5-((tetrahydrofuran-2-yl)methyl)-5,6-dihydrobenzo[4,5]imidazo[2,1-a]isoquinoline-5-carboxylate ClC1=CC2=C(N=C3N2CC(C=2C=CC=CC32)(C(=O)[O-])CC3OCCC3)C=C1Cl